NC(C=O)C(CO)(C)C 2-amino-4-hydroxy-3,3-dimethylbutanal